(2R,3R,4R)-2-(6-Amino-2-(prop-1-yn-1-yl)-8-(thiophen-2-yl)-9H-purin-9-yl)tetrahydrofuran-3,4-diol NC1=C2N=C(N(C2=NC(=N1)C#CC)[C@@H]1OC[C@H]([C@H]1O)O)C=1SC=CC1